N1(CCOCC1)CCC1=CC=C(C=N1)C(=O)OCC Ethyl 6-(2-morpholin-4-ylethyl)pyridine-3-carboxylate